5-fluoro-1'-(2-{1-[(cis)-3-hydroxy-3-methylcyclobutyl]-7-(trifluoromethyl)-1H-indazol-5-yloxy}ethyl)spiro[indoline-3,4'-piperidin]-2-one FC=1C=C2C(=CC1)NC(C21CCN(CC1)CCOC=1C=C2C=NN(C2=C(C1)C(F)(F)F)C1CC(C1)(C)O)=O